N-((3-ethynyl-1-methyl-1H-pyrrol-2-yl)methyl)-N-methylmethan-1-amine C(#C)C1=C(N(C=C1)C)CN(C)C